O1CCOC2=C1C=CC=C2C2=CC=C(C(=N2)OC)NC2CN(CC2)C [6-(2,3-Dihydro-benzo[1,4]dioxin-5-yl)-2-methoxy-pyridin-3-yl]-(1-methyl-pyrrolidin-3-yl)-amine